CC=1NC(=C(C1CO)C)C=O 2,4-DIMETHYL-3-HYDROXYMETHYL-PYRROL-5-CARBALDEHYDE